(E)-N-HYDROXY-1-METHYL-6-OXO-1,6-DIHYDROPYRIDINE-3-CARBIMIDOYL CYANIDE O\N=C(/C1=CN(C(C=C1)=O)C)\C#N